1,2-Pyrrolidine-dicarboxylic acid N1(C(CCC1)C(=O)O)C(=O)O